FC(C=1C=CC(=NC1)NC1CCN(CC1)S(=O)(=O)C1=CC=C(C=C1)C=1C=C2C(=CNC2=CC1)C(=O)N)(F)F 5-(4-((4-((5-(trifluoromethyl)pyridin-2-yl)amino)piperidin-1-yl)sulfonyl)phenyl)-1H-indole-3-carboxamide